cis-4-amino-1-(6-bromo-3-chloroquinolin-4-yl)piperidin-3-ol N[C@@H]1[C@@H](CN(CC1)C1=C(C=NC2=CC=C(C=C12)Br)Cl)O